(2S)-2-[4-bromo-5-fluoro-2-(4-butoxy-4,5-dihydroisoxazol-3-yl)phenoxy]propionic acid ethyl ester C(C)OC([C@H](C)OC1=C(C=C(C(=C1)F)Br)C1=NOCC1OCCCC)=O